C(=O)(O)C=1C=C(C=C(C1)C(=O)O)P(C)(C)=O 3,5-Dicarboxyphenyl-dimethylphosphin oxid